ClC1=C(C=CC2=C1C=C(O2)C(=O)O)N2CCN(CC2)C(C2=C(C=CC=C2Cl)Cl)=O 4-chloro-5-[4-(2,6-dichloro-benzoyl)-piperazin-1-yl]-benzofuran-2-carboxylic acid